BrC1=C(C(=NC(=C1)Cl)C(=O)O)NC(C)=O 4-bromo-6-chloro-3-acetamidopyridine-2-carboxylic acid